OC(C)(C)C=1N=NN(C1)C1=CC=C(C(=O)NCCC2=C(NC3=CC=CC=C23)C)C=C1 4-(4-(2-hydroxypropan-2-yl)-1H-1,2,3-triazol-1-yl)-N-(2-(2-methyl-1H-indol-3-yl)ethyl)benzamide